C1CCC(CC1)(C#N)N=NC2(CCCCC2)C#N 1,1-Azobis(cyclohexanecarbonitrile)